1,1,3-trichloro-2,3,3-trifluoropropene ClC(=C(C(F)(F)Cl)F)Cl